6-methoxy-N-((1r,4r)-4-methoxycyclohexyl)-2-(1-methyl-1H-imidazol-5-yl)pyrimidine-4-carboxamide COC1=CC(=NC(=N1)C1=CN=CN1C)C(=O)NC1CCC(CC1)OC